BrC1=CC(=C(C#N)C(=C1)OC1CC1)Cl 4-Bromo-2-chloro-6-cyclopropoxy-benzonitrile